N-(2-chlorophenyl)-2-methyl-7H-pyrrolo[2,3-d]pyrimidine-6-carboxamide ClC1=C(C=CC=C1)NC(=O)C1=CC2=C(N=C(N=C2)C)N1